C(C#CC)(=O)N1C[C@@](CC1)(C1=C(C(=CC=C1)Cl)Cl)NC1=CC=C2C(C(N(C2=C1)C)=O)(C)C 6-{[(3R)-1-(But-2-ynoyl)-3-(2,3-dichlorophenyl)pyrrolidin-3-yl]amino}-1,3,3-trimethylindol-2-one